5-bromo-7-fluoro-3-isopropyl-3-methyl-2,3-dihydrobenzofuran BrC=1C=C(C2=C(C(CO2)(C)C(C)C)C1)F